C(C)OC(=O)C1=C(N(C(=CC1=O)CN1N=C(C=C1)Cl)CC)C1=CC(=C(C=C1)Cl)Cl 6-[(3-chloropyrazol-1-yl)methyl]-2-(3,4-dichlorophenyl)-1-ethyl-4-oxo-pyridine-3-carboxylic acid ethyl ester